1,3-Difluoropropane-2-yl trifluoromethanesulfonate FC(S(=O)(=O)OC(CF)CF)(F)F